FC(C(=O)O)(F)F.C(C=C)C1NCC1O 2-Allylazetidin-3-ol trifluoroacetate